tert-Butyl (2-(5-(2-amino-2-oxoethyl)-1H-imidazol-2-yl)ethyl)((2-chloro-[1,1'-biphenyl]-4-yl)methyl)carbamate NC(CC1=CN=C(N1)CCN(C(OC(C)(C)C)=O)CC1=CC(=C(C=C1)C1=CC=CC=C1)Cl)=O